BrC1=CC=2SCC[C@@H]3N(C2N=C1Cl)CCNC3 (S)-3-bromo-2-chloro-6,7,7a,8,10,11-hexahydro-9H-pyrazino[1,2-d]pyrido[3,2-b][1,4]thiazepin